C(C)(SC(CCCCCCC)CC)=O S-(1-ethyloctyl) ethanethioate